2-(3-(5-amino-6-(1H-pyrazol-4-yl)pyrazin-2-yl)-4-methylphenyl)-3,3,3-trifluoropropane-1,2-diol NC=1N=CC(=NC1C=1C=NNC1)C=1C=C(C=CC1C)C(CO)(C(F)(F)F)O